C[Se][Se][Se]C dimethyl triselenide